2-chloro-N-(3,4-dimethylphenyl)pteridin-4-amine ClC1=NC2=NC=CN=C2C(=N1)NC1=CC(=C(C=C1)C)C